[Cl-].C[N+](CC1=CC=C(C=C1)C)(CC=C)C dimethyl-allyl-p-methylbenzyl-ammonium chloride